ClC1=CC=C(C(=N1)C(=O)O)N[C@H](C)C1=C2N=C(C(=NC2=CC(=C1)C)C#N)N1CC2(CC[C@@H]2O)CCC1 6-chloro-3-(((1R)-1-(2-cyano-3-((1S)-1-hydroxy-6-azaspiro[3.5]nonan-6-yl)-7-methylquinoxalin-5-yl)ethyl)amino)picolinic acid